O=C1NC2=NC=C(C=C2C2=C1CCC2)C(=O)OC methyl 6-oxo-6,7,8,9-tetrahydro-5H-cyclopenta[c][1,8]naphthyridine-2-carboxylate